N-methyl-3-phenoxy-N-(3-phenoxycyclopentyl)cyclopentan-1-amine CN(C1CC(CC1)OC1=CC=CC=C1)C1CC(CC1)OC1=CC=CC=C1